CC1=C(C=C(C(=O)NC2=CC=C(C=C2)C2CCN(CC2)CCC)C=C1)NC1=NC=CC(=N1)C=1C=NC=CC1 4-Methyl-N-[4-(1-propyl-piperidin-4-yl)-phenyl]-3-(4-pyridin-3-yl-pyrimidin-2-ylamino)-benzamide